3,3-dimethoxy-1-(pyridin-3-yl)cyclobutane-1-carbonitrile COC1(CC(C1)(C#N)C=1C=NC=CC1)OC